4-methyl-5-(trifluoromethyl)nicotinamide CC1=C(C=NC=C1C(=O)N)C(F)(F)F